ClC1=C(C=C(C=C1)C=1N=C(SC1SC(C)C)N1N=C(C(=C1C(=O)O)C1=CC(=CC=C1)F)C)C(NCC)=O 1-(4-(4-chloro-3-(ethylcarbamoyl)phenyl)-5-(isopropylthio)thiazol-2-yl)-4-(3-fluorophenyl)-3-methyl-1H-pyrazole-5-carboxylic acid